5-bromouridine Lithium [Li].BrC=1C(NC(N([C@H]2[C@H](O)[C@H](O)[C@@H](CO)O2)C1)=O)=O